C(C1=CC=CC=C1)OC1=CC=C(C=C1)NC(=O)C=1C=CN2CCCCC12 N-[4-(benzyloxy)phenyl]-5,6,7,8-tetrahydroindolizine-1-carboxamide